quinolinium-2-amine [NH+]1=C(C=CC2=CC=CC=C12)N